2-oxopropylamine O=C(CN)C